C(C)(C)(C)OC(=O)N(CC#CC1=C(C=CC(=C1)F)NC1=C(C(=O)O)C=C(C(=C1)F)F)C1=NC(=CC=C1[N+](=O)[O-])OC 2-((2-(3-((tert-butoxycarbonyl)(6-methoxy-3-nitropyridin-2-yl)amino)prop-1-yn-1-yl)-4-fluorophenyl)amino)-4,5-difluorobenzoic acid